CC=1C=C(C(=O)CC(=O)O)C=CC1 3-methylbenzoyl-acetic acid